({(R)-6-[(1R,3aS,7aR,E)-4-(2-Azidoethylidene)-7a-methyloctahydro-1H-inden-1-yl]-2-methylheptan-2-yl}oxy)triethylsilane N(=[N+]=[N-])C\C=C/1\[C@@H]2CC[C@@H]([C@]2(CCC1)C)[C@@H](CCCC(C)(C)O[Si](CC)(CC)CC)C